C(C)(C)N1C(N(CCC1)C1=NC=2N(C(=C1)C)N=CC2C(=O)O)=O 5-(3-isopropyl-2-oxotetrahydropyrimidin-1(2H)-yl)-7-methylpyrazolo[1,5-a]Pyrimidine-3-carboxylic acid